tetra-cyclohexyl-ammonium hydroxide [OH-].C1(CCCCC1)[N+](C1CCCCC1)(C1CCCCC1)C1CCCCC1